C(C1=CC=CC=C1)OC1=C(C=C(C=N1)NC1=C(C=CC=C1)C)C1=C2C=CNC2=CC=C1 6-(Benzyloxy)-5-(1H-indol-4-yl)-N-(o-tolyl)pyridin-3-amine